C1(CC1)C=1C=C(N)C=C(C1)S(=O)(=O)C1OCCC1 3-Cyclopropyl-5-((tetrahydrofuran-2-yl)sulfonyl)aniline